1-[3-[2-(8-Chloro-4-oxochromen-2-yl)-5-(trifluoromethyl)phenoxy]propyl]pyrrolidin ClC=1C=CC=C2C(C=C(OC12)C1=C(OCCCN2CCCC2)C=C(C=C1)C(F)(F)F)=O